1-((5-(5-(difluoromethyl)-1,3,4-oxadiazole-2-yl)pyridine-2-yl)methyl)-6-fluoro-5-(1H-indole-4-yl)-3-methyl-1,3-dihydro-2H-benzo[d]imidazole-2-one FC(C1=NN=C(O1)C=1C=CC(=NC1)CN1C(N(C2=C1C=C(C(=C2)C2=C1C=CNC1=CC=C2)F)C)=O)F